(2R,3aS,6S,6aR)-6-((2-amino-3-bromoquinolin-7-yl)oxy)-2-(4-(difluoromethyl)-7H-pyrrolo[2,3-d]pyrimidin-7-yl)hexahydro-3aH-cyclopenta[b]furan-3,3a-diol NC1=NC2=CC(=CC=C2C=C1Br)O[C@H]1CC[C@]2([C@@H]1O[C@H](C2O)N2C=CC1=C2N=CN=C1C(F)F)O